BrCC1=C2C(N(C(C2=CC=C1)=O)C1C(NC(CC1)=O)=O)=O (bromomethyl)-2-(2,6-dioxopiperidin-3-yl)isoindoline-1,3-dione